C(C)OC(C(C)(C)NC1=CC=C(C=C1)N1CCC(CC1)CO)=O.C(#N)C=1C=NN2C1C(=CC(=C2C)OCC(C)(C)O)C=2C=CC=NC2 5-(3-cyano-6-(2-hydroxy-2-methylpropoxy)-7-methylpyrazolo[1,5-a]pyridin-4-yl)pyridine ethyl-2-((4-(4-(hydroxymethyl)piperidin-1-yl)phenyl)amino)-2-methylpropanoate